tert-butyl ((3-bromophenyl)sulfonyl)carbamate BrC=1C=C(C=CC1)S(=O)(=O)NC(OC(C)(C)C)=O